4-Chloro-7-((3aR,3bS,4aS,5R,5aS)-2,2-dimethyl-3b-vinylhexahydro-cyclopropa[3,4]cyclopenta[1,2-d][1,3]dioxol-5-yl)-7H-pyrrolo[2,3-d]pyrimidine ClC=1C2=C(N=CN1)N(C=C2)[C@@H]2[C@@H]1[C@]([C@@H]3[C@H]2OC(O3)(C)C)(C1)C=C